1-[[4-(1-hydroxycyclopropyl)cyclohexyl]methyl]-3,7-dimethylpurine-2,6-dione OC1(CC1)C1CCC(CC1)CN1C(N(C=2N=CN(C2C1=O)C)C)=O